NC1=NC=CC(=C1Cl)C1=NNC2=NC(=CN=C21)N2CCC1(CCC1N)CC2 7-[3-(2-amino-3-chloropyridine-4-yl)-1H-pyrazolo[3,4-b]-pyrazin-6-yl]-7-aza-spiro[3.5]nonan-1-amine